(5-(6-(azetidin-1-ylmethyl)imidazo[1,2-a]pyridin-8-yl)-1-oxoisoindolin-2-yl)piperidine-2,6-dione N1(CCC1)CC=1C=C(C=2N(C1)C=CN2)C=2C=C1CN(C(C1=CC2)=O)N2C(CCCC2=O)=O